4-Bromo-1-(1H-pyrrolo[2,3-b]-pyridin-4-yl)-1H-pyrazole-3-carbonitrile BrC=1C(=NN(C1)C1=C2C(=NC=C1)NC=C2)C#N